fluoro-N-(6-(4-(1-hydroxypropan-2-yl)-4H-1,2,4-triazol-3-yl)pyridin-2-yl)-2-oxo-2,3,4,5-tetrahydro-1H-benzo[b]azepine-8-carboxamide FN1C2=C(CCCC1=O)C=CC(=C2)C(=O)NC2=NC(=CC=C2)C2=NN=CN2C(CO)C